1-(1-Chloro-6,7-difluoroisoquinolin-4-yl)ethanone ClC1=NC=C(C2=CC(=C(C=C12)F)F)C(C)=O